C1(CC1)NCC=1C=C(C=CC1)NC1=CC(=NN1)C1=CC=C(C=C1)C=1C(=CC(=CC1)O)O 4'-[5-[[3-[(cyclopropylamino)methyl]phenyl]amino]-1H-pyrazol-3-yl]-[1,1'-biphenyl]-2,4-diol